COC1=CC=C(C=C1)CCOC1=CC=C(CCN2C(=NC3=C2C=CC=C3)C(F)(F)F)C=C1 1-(4-(4-Methoxyphenylethoxy)phenethyl)-2-trifluoromethyl-1H-benzo[d]imidazole